C(#N)C1=CC(=C(COC2=CC=CC(=N2)N2[C@@H](CN(CC2)C(=O)[O-])C)C=C1)F (R)-4-(6-((4-cyano-2-fluorobenzyl)oxy)pyridine-2-yl)-3-methylpiperazine-1-carboxylate